ClC=1C(=CC(=C(C1)C1=NC=CC=C1C1=NN2C(C=CC=C2)=N1)F)F 2-(5-Chloro-2,4-difluorophenyl)pyridin-3-yl-[1,2,4]triazolo[1,5-a]pyridin